CC1CC2(CC1C)C(C(CCC2)(C)C)OC(C)=O acetic acid (+-)-2,3,7,7-tetramethylspiro[4.5]dec-6-yl ester